NCC=1C(=C2CN(C(C2=CC1)=O)C1C(NC(CC1)=O)=O)O 3-[5-(aminomethyl)-4-hydroxy-1-oxo-isoindolin-2-yl]piperidine-2,6-dione